ricinoleic acid, sodium salt [Na+].C(CCCCCCC\C=C/C[C@H](O)CCCCCC)(=O)[O-]